N-cyclopropyl-4-(trifluoromethyl)aniline C1(CC1)NC1=CC=C(C=C1)C(F)(F)F